CC1=C(OC2=C(C=C(C=C2C1=O)C)[C@@H](C)NC1=C(C#N)C=CC=C1)C1=CC2=CN(N=C2C=C1)C 2-[[(1R)-1-[3,6-Dimethyl-2-(2-methylindazol-5-yl)-4-oxo-chromen-8-yl]ethyl]amino]benzonitrile